(7S)-2-(((1-(2-cyclohexylethyl)-1H-pyrazol-4-yl)methyl)amino)-4,7,8-trimethyl-7,8-dihydropteridin-6(5H)-one C1(CCCCC1)CCN1N=CC(=C1)CNC1=NC=2N([C@H](C(NC2C(=N1)C)=O)C)C